(4-(1-(cyclopropylmethyl)-1H-benzo[d]imidazol-2-yl)piperidin-1-yl)(3-(3-fluorophenyl)-1-methyl-1H-indol-6-yl)methanone C1(CC1)CN1C(=NC2=C1C=CC=C2)C2CCN(CC2)C(=O)C2=CC=C1C(=CN(C1=C2)C)C2=CC(=CC=C2)F